5-bromo-N-((6-ethoxy-5-fluoropyridin-3-yl)methyl)-2-fluorobenzamide BrC=1C=CC(=C(C(=O)NCC=2C=NC(=C(C2)F)OCC)C1)F